(Z)-4-((5-(1-oxidothiomorpholino)thiophen-2-yl)methylene)-3-(perfluoroethyl)isoxazol-5(4H)-one O=S1CCN(CC1)C1=CC=C(S1)\C=C/1\C(=NOC1=O)C(C(F)(F)F)(F)F